(2-chlorothieno[2,3-d]pyrimidin-6-yl)(3,3-difluorocyclobutyl)methanone ClC=1N=CC2=C(N1)SC(=C2)C(=O)C2CC(C2)(F)F